C(#N)CC=1C(=NC=CC1I)N1CCC(CC1)NC(OC(C)(C)C)=O Tert-butyl N-(1-(3-(cyanomethyl)-4-iodopyridin-2-yl)piperidin-4-yl)carbamate